C(CCCCC)C(COC(CCCCCCBr)=O)CCCCCCCC 2-hexyldecyl-7-bromo-heptanoate